4-[[(7R)-8-cyclopentyL-7-ethyl-5-methyl-6-oxo-7H-pteridin-2-yl]amino]-N-[2-[2-[2-(3-hydroxypropoxy)ethoxy]ethoxy]ethyl]-3-methoxy-benzamide C1(CCCC1)N1[C@@H](C(N(C=2C=NC(=NC12)NC1=C(C=C(C(=O)NCCOCCOCCOCCCO)C=C1)OC)C)=O)CC